(S)-N-(3-cyano-3'-(1-((5-ethylthiazol-2-yl)amino)-1-oxopropan-2-yl)-[1,1'-biphenyl]-4-yl)acrylamide C(#N)C=1C=C(C=CC1NC(C=C)=O)C1=CC(=CC=C1)[C@@H](C(=O)NC=1SC(=CN1)CC)C